NCOCCCCCCCO 7-(aminomethoxy)heptan-1-ol